tert-butyl N-[(3S)-1-{6-[4-bromo-5-fluoro-2-(methoxymethoxy)phenyl]pyridazin-3-yl}pyrrolidin-3-yl]-N-cyclobutylcarbamate BrC1=CC(=C(C=C1F)C1=CC=C(N=N1)N1C[C@H](CC1)N(C(OC(C)(C)C)=O)C1CCC1)OCOC